2-[5-ethyl-5-(hydroxymethyl)-1,3-dioxan-2-yl]-2-methyl-1-propanol C(C)C1(COC(OC1)C(CO)(C)C)CO